O1CCN(CC1)CC1=CC=C(CNC2=CC=CC=3N=NN(C(C32)=O)C3C(NC(CC3)=O)=O)C=C1 3-(5-((4-(morpholinomethyl)benzyl)amino)-4-oxobenzo[d][1,2,3]triazin-3(4H)-yl)piperidine-2,6-dione